allyltris((1,1,1,3,3,3-hexafluoro-2-(trifluoromethyl)propan-2-yl)oxy)stannane C(C=C)[Sn](OC(C(F)(F)F)(C(F)(F)F)C(F)(F)F)(OC(C(F)(F)F)(C(F)(F)F)C(F)(F)F)OC(C(F)(F)F)(C(F)(F)F)C(F)(F)F